1-(2-HYDROXY-4-METHYLCYCLOHEXYL)ETHANONE OC1C(CCC(C1)C)C(C)=O